C(C)C=1C(=C(N(C1C(C(=O)NC1CCC(CC1)O)=O)C)C)C(=O)NC1=CC(=C(C=C1)F)C 4-ethyl-N-(4-fluoro-3-methylphenyl)-5-(2-(((1s,4s)-4-hydroxycyclohexyl)amino)-2-oxoacetyl)-1,2-dimethyl-1H-pyrrole-3-carboxamide